(2R)-4-[6-[5-(1-methylcyclopropoxy)-1H-indazol-3-yl]pyrimidin-4-yl]-2-(2-piperazin-1-ylethyl)morpholine (+/-)-tert-butyl-((5-(pyridin-4-yl)isochroman-1-yl)methyl)carbamate C(C)(C)(C)N(C(O)=O)C[C@@H]1OCCC2=C(C=CC=C12)C1=CC=NC=C1.CC1(CC1)OC=1C=C2C(=NNC2=CC1)C1=CC(=NC=N1)N1C[C@H](OCC1)CCN1CCNCC1 |&1:9|